(S)-N-(7-fluoro-2-methyl-[1,2,4]triazolo[1,5-a]pyridin-6-yl)-4-(3-methylpiperazin-1-yl)-2,3-dihydro-1H-pyrrolo[2,3-b]pyridine-1-carboxamide hydrochloride Cl.FC1=CC=2N(C=C1NC(=O)N1CCC=3C1=NC=CC3N3C[C@@H](NCC3)C)N=C(N2)C